C(C(=O)N)C(=O)N methylenedicarboxamide